O[C@H]1[C@@H](O[C@H]([C@@H](C1)O)C)O[C@@H](CCCCCCCCC(=O)N)C (R)-10-(((2R,3R,5R,6S)-3,5-dihydroxy-6-methyltetrahydro-2H-pyran-2-yl)oxy)-undecanamide